[Si](C)(C)(C(C)(C)C)OCC[C@@H]1CN(CCN1)C(=O)OC(C)(C)C tert-butyl (R)-3-(2-((tert-butyldimethylsilyl)oxy)ethyl)piperazine-1-carboxylate